FC(C1=NN=C(O1)C1=CC(=C(CC2N(CCSC2)C(=O)N)C=C1)F)F (4-(5-(difluoromethyl)-1,3,4-oxadiazol-2-yl)-2-fluoro-benzyl)thiomorpholin-4-carboxamide